C(=O)C1=C(C=CC(=C1)O)[O-].N1=C(N=CC=C1)[NH3+] pyrimidin-2-aminium 2-formyl-4-hydroxyphenolate